FC1=CC=C(C=C1)[C@@H]1N(CCOC1)C1=NC(=NC2=CC=C(C=C12)C=1C2=C(C(N(C1)C)=O)NC=C2)C=2C=NN(C2)CC(C)(C)O (S)-4-(4-(3-(4-fluorophenyl)morpholinyl)-2-(1-(2-hydroxy-2-methylpropyl)-1H-pyrazol-4-yl)quinazolin-6-yl)-6-methyl-1,6-dihydro-7H-pyrrolo[2,3-c]pyridin-7-one